ClC1=CC=2C(C=N1)=NN(C2)C2CCC(CC2)CNC(OC(C)(C)C)=O tert-butyl {[(1r,4r)-4-(5-chloro-2H-pyrazolo[3,4-c]pyridin-2-yl)cyclohexyl]methyl}carbamate